FC=1C=C(C(=NC1)OC)C1N(CCOC1)C1=NC=2N(C=C1)N=CC2C(=O)NC2=CC=C(C=C2)N2CCN(CC2)C(CO)=O 5-(3-(5-Fluoro-2-methoxypyridin-3-yl)morpholinyl)-N-(4-(4-(2-hydroxyacetyl)piperazin-1-yl)phenyl)pyrazolo[1,5-a]Pyrimidine-3-carboxamide